(2-amino-3-(3-(4-((6-fluoropyridin-3-yl)methoxy)benzyl)isoxazol-5-yl)pyridin-1-ium-1-yl)methyl hydrogen phosphate P(=O)(OC[N+]1=C(C(=CC=C1)C1=CC(=NO1)CC1=CC=C(C=C1)OCC=1C=NC(=CC1)F)N)(O)[O-]